C(C)(C)(C)OC(NC1CC(C1)OCCCO)=O [3-(3-hydroxypropoxy)cyclobutyl]Carbamic acid tert-butyl ester